1-(tert-Butyl) 3-ethyl 4-(2-methoxyphenyl)-5,6-dihydropyridine-1,3(2H)-dicarboxylate COC1=C(C=CC=C1)C1=C(CN(CC1)C(=O)OC(C)(C)C)C(=O)OCC